BrC1=CC=C(C=C1)[C@@H]1[C@H]2C(N[C@@H](C1)C2)=O (1S,4S,5S)-5-(4-bromophenyl)-2-azabicyclo[2.2.1]heptan-3-one